tert-butyl (9-((3-(3-cyanophenyl)-1-(4,4-difluorocyclohexyl)-1H-indol-6-yl)amino)-9-oxononyl)carbamate C(#N)C=1C=C(C=CC1)C1=CN(C2=CC(=CC=C12)NC(CCCCCCCCNC(OC(C)(C)C)=O)=O)C1CCC(CC1)(F)F